N1NCCCCC1.[S] sulfur diazacycloheptane